N[C@@H](COCCNC(C1=C(C=C(C=C1)NC=1C=2N(C=CN1)C(=CN2)C=2C(=NN(C2)CC(F)F)C(F)(F)F)CC)=O)C N-[2-[(2R)-2-aminopropoxy]ethyl]-4-[[3-[1-(2,2-difluoroethyl)-3-(trifluoromethyl)pyrazol-4-yl]imidazo[1,2-a]pyrazin-8-yl]amino]-2-ethylbenzamide